COC1=NC(=CC=C1[C@@H]1[C@@H](O[C@@]([C@H]1C)(C(F)(F)F)C)C(=O)NC1=CC(=NC=C1)C(=O)N)C(F)(F)F (2R,3R,4S,5S)-4-[[3-[2-Methoxy-6-(trifluoromethyl)-3-pyridyl]-4,5-dimethyl-5-(trifluoromethyl)tetrahydrofuran-2-carbonyl]amino]pyridin-2-carboxamid